(S)-2-((1-(2,7-dimethyl-1-oxo-3-phenyl-1,2-dihydroisoquinolin-5-yl)ethyl)amino)benzoic acid CN1C(C2=CC(=CC(=C2C=C1C1=CC=CC=C1)[C@H](C)NC1=C(C(=O)O)C=CC=C1)C)=O